C(C)(C)(C)[S@](=O)\N=C(/C=1C=NC(=NC1)N1CCN(CC1)C(=O)OCCCC)\C1=CC=C(C=C1)F Butyl (S,Z)-4-(5-(((tert-butylsulfinyl)imino)(4-fluorophenyl)methyl)-pyrimidin-2-yl)piperazine-1-carboxylate